C(C1=CC=CC=C1)O[C@@H]([C@H](NC(=O)C1(CCC(CC1)C)CO)C(=O)OCC1=CC=CC=C1)C Benzyl O-Benzyl-N-(1-(Hydroxymethyl)-4-Methylcyclohexane-1-Carbonyl)-L-Threoninate